(azidomethyl)-2-azabicyclo[2.1.1]hexane hydrochloride Cl.N(=[N+]=[N-])CC12NCC(C1)C2